4-(4-(5-azidopentyl)oxazol-2-yl)-N,N-dipropylbenzenesulfonamide N(=[N+]=[N-])CCCCCC=1N=C(OC1)C1=CC=C(C=C1)S(=O)(=O)N(CCC)CCC